[Si](C)(C)(C(C)(C)C)O[C@H]1[C@@H](O[C@@H]([C@H]1O[Si](C)(C)C(C)(C)C)CSCC1=C(N=CN1C)C1=CC=CC=C1)N1C=CC2=C1N=CN=C2N 7-((2R,3R,4R,5S)-3,4-bis((tert-Butyldimethylsilyl)oxy)-5-((((1-methyl-4-phenyl-1H-imidazol-5-yl)methyl)thio)methyl)tetrahydrofuran-2-yl)-7H-pyrrolo[2,3-d]pyrimidin-4-amine